4-CHLORO-N-(BOC)-INDOLE-2-BORONIC ACID B(C1=CC2=C(N1C(=O)OC(C)(C)C)C=CC=C2Cl)(O)O